(S)-1-(3-(2-(6-((R)-3-aminopiperidine-1-carbonyl)-3-methylpyrazolo[1,5-a]pyridin-2-yl)-1-(cyclopropylmethyl)-1H-indol-7-yl)azetidin-1-yl)-2-methoxypropan-1-one N[C@H]1CN(CCC1)C(=O)C=1C=CC=2N(C1)N=C(C2C)C=2N(C1=C(C=CC=C1C2)C2CN(C2)C([C@H](C)OC)=O)CC2CC2